methyl 2-[3-(tert-butoxycarbonylamino) propyl]pyrazole-3-carboxylate C(C)(C)(C)OC(=O)NCCCN1N=CC=C1C(=O)OC